3-Butyl-nonanol C(CCC)C(CCO)CCCCCC